(2R,2'R,2''R)-2,2',2''-{10-[(1S)-1-carboxy-4-{4-[2-(2-ethoxyethoxy)ethoxy]phenyl}butyl]-1,4,7,10-tetraazacyclododecane-1,4,7-triyl}tris(3-hydroxypropionic acid) gadolinium [Gd].C(=O)(O)[C@H](CCCC1=CC=C(C=C1)OCCOCCOCC)N1CCN(CCN(CCN(CC1)[C@@H](C(=O)O)CO)[C@@H](C(=O)O)CO)[C@@H](C(=O)O)CO